C(C#C)N(CC#C)CC1=CC=CC=C1 N,N-bis(2-propynyl)-benzylamine